N-[(1S)-1-(dicyclopropylmethyl)-2-oxo-2-[[1-[[3-(2,2,2-trifluoroethyl)triazol-4-yl]methyl]pyrazol-4-yl]amino]ethyl]-2-isopropyl-pyrazole-3-carboxamide C1(CC1)C([C@@H](C(NC=1C=NN(C1)CC=1N(N=NC1)CC(F)(F)F)=O)NC(=O)C=1N(N=CC1)C(C)C)C1CC1